C(C1=CC=CC=C1)C1=CC(=C(S1)NC(COC1=CC(=CC=C1)C(F)(F)F)=O)C#N N-(5-benzyl-3-cyanothiophen-2-yl)-2-(3-(trifluoromethyl)phenoxy)acetamide